1-(2-(3,5-dimethyl-1H-pyrazol-1-yl)-7-fluoro-4-isopropylquinolin-6-yl)-4-ethyl-3-(hydroxymethyl)-1H-1,2,4-triazol-5(4H)-one CC1=NN(C(=C1)C)C1=NC2=CC(=C(C=C2C(=C1)C(C)C)N1N=C(N(C1=O)CC)CO)F